(S)-2-((3-(1-(4'-Carboxy-[1,1'-biphenyl]-4-yl)-6-methoxy-2-oxo-1,2-dihydro-3H-imidazo[4,5-b]pyridin-3-yl)pyrrolidin-1-yl)methyl)-1-methyl-1H-imidazole-5-carboxylic Acid C(=O)(O)C1=CC=C(C=C1)C1=CC=C(C=C1)N1C(N(C2=NC=C(C=C21)OC)[C@@H]2CN(CC2)CC=2N(C(=CN2)C(=O)O)C)=O